NC1=NC(=NC(=N1)N)C1=C(C=CC(=C1)Cl)Cl 2,4-diamino-6-(2,5-dichlorophenyl)-1,3,5-triazine